N-hydroxy-3-(2-methoxy-5-((Z)-3,4,5-trimethoxystyryl)phenyl)acrylamide ONC(C=CC1=C(C=CC(=C1)\C=C/C1=CC(=C(C(=C1)OC)OC)OC)OC)=O